N[C@H]1CS(C2=C(N(C1=O)CC1=CC=C(C=C1)Cl)C=C(C(=C2)F)C2=NC(=CC=C2)C(F)(F)F)(=O)=O (3R)-3-amino-5-[(4-chlorophenyl)methyl]-8-fluoro-1,1-dioxo-7-[6-(trifluoromethyl)-2-pyridyl]-2,3-dihydro-1λ6,5-benzothiazepin-4-one